C(C)(C)(C)C1C=2C(=NC(=NC2CC(C1C)C1=C2C=NN(C2=CC=C1C)C1OCCCC1)SC)O tert-butyl-6-methyl-2-methylsulfanyl-7-(5-methyl-1-tetrahydropyran-2-yl-indazol-4-yl)-5,6,7,8-tetrahydroquinazolin-4-ol